C(C1=CC=CC=C1)OC1[C@H](CO[C@@H](C1)CO)NC(OC(C)(C)C)=O tert-butyl ((3S,6S)-4-(benzyloxy)-6-(hydroxy methyl)tetrahydro-2H-pyran-3-yl)carbamate